(S)-(1-aminopropane-2-yl)oxy-carboxylic acid tert-butyl ester C(C)(C)(C)OC(=O)O[C@H](CN)C